2-methyl-5-[(pyridin-2-yl)methoxy]-N-(pyrrolidin-3-yl)-2H-indazole-3-carboxamide CN1N=C2C=CC(=CC2=C1C(=O)NC1CNCC1)OCC1=NC=CC=C1